5-(difluoromethoxy)-2-fluoro-4-methylaniline FC(OC=1C(=CC(=C(N)C1)F)C)F